COC(=O)C1=CC(=NN1C)C(F)(F)F 1-methyl-3-(trifluoromethyl)-1H-pyrazole-5-carboxylic acid methyl ester